ClC1=CC(=C(N=N1)C(=O)OC)NC1=CC=C(C=C1)C1(COC1)OC Methyl 6-chloro-4-((4-(3-methoxyoxetan-3-yl)phenyl)amino)pyridazine-3-carboxylate